tert-Butyl (2R,4S)-2-(4,8-difluoro-6-formyl-3,5,6,7-tetrahydrocyclopenta[f]benzimidazol-2-yl)-4-methoxy-pyrrolidine-1-carboxylate FC1=C2C(=C(C=3N=C(NC31)[C@@H]3N(C[C@H](C3)OC)C(=O)OC(C)(C)C)F)CC(C2)C=O